(1-hydroxyethane-1,1-diyl)bis(phosphonic acid) OC(C)(P(O)(O)=O)P(O)(O)=O